3-(2,2-difluoroethyl)-1-[[2-(trimethylsilyl)ethoxy]methyl]pyrazolo[3,4-b]pyridin-5-ol FC(CC1=NN(C2=NC=C(C=C21)O)COCC[Si](C)(C)C)F